C1(CCCCC1)N(C=1C=C2CCN(C(C2=CC1)=O)CCC(N1CC2=CC=CC=C2CC1)O)C 6-[cyclohexyl(methyl)amino]-2-[(2R)-3-(3,4-dihydro-1H-isoquinolin-2-yl)-Z-hydroxy-propyl]-3,4-dihydroisoquinolin-1-one